C1(=CC=CC=C1)NCCCCCCCCNC(OC(C)(C)C)=O tert-butyl (8-(phenylamino)octyl)carbamate